C1(=CC=CC=C1)NC(C(=O)O)C1=CC=CC=C1 phenyl-(2-phenylglycine)